ClC=1C(=C(C2=CN(N=C2C1)C)CNC)N 6-chloro-2-methyl-4-((methylamino)methyl)-2H-indazol-5-amine